[Fe].[Ca].[Ni] nickel-calcium-iron